2'-(3-(2-hydroxypropane-2-yl)-1H-pyrazol-1-yl)-5',6-dimethyl-2H-[1,4'-bipyridyl]-2-one OC(C)(C)C1=NN(C=C1)C1=NC=C(C(=C1)N1C(C=CC=C1C)=O)C